C(#N)CC(=O)C1=C(C=NC2=CC=CN=C12)OCC1(CC1)CNC(OC(C)(C)C)=O tert-butyl {[1-({[4-(2-cyanoacetyl)-1,5-naphthyridin-3-yl]oxy}methyl)cyclopropyl]methyl}carbamate